[I-].C[N+]1=C(C(C2=CC=C(C=C12)[N+](=O)[O-])(C)C)C 1,2,3,3-tetramethyl-6-nitro-3H-indolium iodide